FC(C=1C=CC(=NC1)C1=C(C(=O)N)C=CC=C1)(F)F (5-(trifluoromethyl)pyridin-2-yl)benzamide